5,5',5'',5'''-(4-(2-(4,6-diphenylpyrimidin-2-yl)phenyl)pyridine-2,3,5,6-tetrayl)tetrakis(5H-pyrido[4,3-b]indole) C1(=CC=CC=C1)C1=NC(=NC(=C1)C1=CC=CC=C1)C1=C(C=CC=C1)C1=C(C(=NC(=C1N1C2=C(C=3C=CC=CC13)C=NC=C2)N2C1=C(C=3C=CC=CC23)C=NC=C1)N1C2=C(C=3C=CC=CC13)C=NC=C2)N2C1=C(C=3C=CC=CC23)C=NC=C1